C(#N)C1=C2C(N(C(NC2=CC(=C1)CN1CCN(CC1)C=1C=CC(=NC1F)C(=O)NC)=O)CC)=S 5-(4-((5-cyano-3-ethyl-2-oxo-4-thioxo-1,2,3,4-tetrahydroquinazolin-7-yl)methyl)piperazin-1-yl)-6-fluoro-N-methylpicolinamide